2-[1-(2-iodophenoxy)propan-2-yl]-1H-isoindole-1,3(2H)-dione IC1=C(OCC(C)N2C(C3=CC=CC=C3C2=O)=O)C=CC=C1